FC=1C=NN2C1N=C(C=C2NC2=C1C(=NC=C2)NC=C1)C1=NC(=CC=C1)C 3-fluoro-5-(6-methylpyridin-2-yl)-N-(1H-pyrrolo[2,3-b]pyridin-4-yl)pyrazolo[1,5-a]pyrimidin-7-amine